C(#N)N1CC(CCC1)(C(=O)NC1=NN(C=N1)C1=CC(=CC=C1)C#N)F 1-cyano-N-(1-(3-cyanophenyl)-1H-1,2,4-triazol-3-yl)-3-fluoropiperidine-3-carboxamide